N1[C@@H](CCC1=O)C(=O)O.[Na] sodium L-pyroglutamic acid